1-hydroxy-N'-(1-methylbutylidene)-2-naphthoic acid hydrazide OC1=C(C=CC2=CC=CC=C12)C(=O)NN=C(CCC)C